N1(CC1)CCC(=O)O.N1(CC1)CCC(=O)O.N1(CC1)CCC(=O)O.C(O)C(CC)(CO)CO trimethylolpropane-tris-(β-aziridinyl propionate)